C(\C=C\C=C\C)(=O)[O-] (E,E)-hexa-2,4-dienoat